ClC=1C=NN(C(C1Cl)=O)[C@H](C(=O)OC)C methyl (S)-2-(4,5-dichloro-6-oxopyridazin-1(6H)-yl)propanoate